FC=1C=C(OC=2C=C(C=O)C=C(C2)[N+](=O)[O-])C=C(C1)F 3-(3,5-difluorophenoxy)-5-nitrobenzaldehyde